IC1=NN(C2=NC=NC(=C21)N)C(C)C 3-iodo-1-isopropyl-pyrazolo[3,4-d]pyrimidin-4-amine